1-Naphthyl Butyrate C(CCC)(=O)OC1=CC=CC2=CC=CC=C12